(E)-4-hydroxy-1-[3-[4-(hydroxymethyl)-1-[4-(trifluoromethoxy)phenyl]pyrazolo[3,4-b]pyridin-3-yl]azetidin-1-yl]but-2-en-1-one OC/C=C/C(=O)N1CC(C1)C1=NN(C2=NC=CC(=C21)CO)C2=CC=C(C=C2)OC(F)(F)F